C1(=CC=C2C=CC3=C(CCC4=CC=C1C2=C34)N)N 8H-pyrene-1,6-diamine